(2S,4r)-N-[2-(4-chlorophenyl)-3-(dimethylamino)propyl]-1-[(2S)-2-(4-cyclopropyltriazol-1-yl)-3,3-dimethyl-butyryl]-4-hydroxy-pyrrolidine-2-carboxamide ClC1=CC=C(C=C1)C(CNC(=O)[C@H]1N(C[C@@H](C1)O)C([C@H](C(C)(C)C)N1N=NC(=C1)C1CC1)=O)CN(C)C